C(#N)C=1C=C(C(=NC1)C1=C(C=C2C(=CN(C2=C1)CC(C)(C)C)[C@@H](C(F)F)NS(=O)(=O)C1CC1)F)C(F)(F)F (S)-N-(1-(6-(5-cyano-3-(trifluoromethyl)pyridin-2-yl)-5-fluoro-1-neopentyl-1H-indol-3-yl)-2,2-difluoroethyl)cyclopropanesulfonamide